tert-Butyl-3-[4-[(3-chloro-1H-indol-7-yl)sulfamoyl]pyrazol-1-yl]azetidin-1-carboxylat C(C)(C)(C)OC(=O)N1CC(C1)N1N=CC(=C1)S(NC=1C=CC=C2C(=CNC12)Cl)(=O)=O